COC(=O)C1=CC(=NC=C1N)Br 5-Amino-2-bromopyridine-4-carboxylic acid methyl ester